The molecule is a carbohydrate acid comprising 3-deoxy-alpha-D-manno-oct-2-ulopyranosonic acid (Kdo) having a 5-deoxy-4-epi-2,3-dehydro-Kdo moiety attached via an unusual (4->8) non-glycosidic linkage. It derives from a 3-deoxy-alpha-D-manno-oct-2-ulopyranosonic acid. C1[C@H](C=C(O[C@@H]1[C@@H](CO)O)C(=O)O)OC[C@H]([C@@H]2[C@@H]([C@@H](C[C@@](O2)(C(=O)O)O)O)O)O